ClC=1C=C2C=NN(C2=CC1N1C[C@H]2COCCN2CC1)C=1C=NN(C1)C1CC1 (9aS)-8-[5-chloro-1-(1-cyclopropyl-1H-pyrazol-4-yl)-1H-indazol-6-yl]octahydropyrazino[2,1-c][1,4]oxazine